(6aS)-3-(3-(difluoromethoxy)-5-fluorophenyl)-8-((methylthio)methoxy)-5-((3-(trifluoromethyl)phenyl)sulfonyl)-6,6a,7,8,9,10-hexahydro-5H-pyrido[1,2-a]Quinoxaline FC(OC=1C=C(C=C(C1)F)C1=CC=2N(C[C@H]3N(C2C=C1)CCC(C3)OCSC)S(=O)(=O)C3=CC(=CC=C3)C(F)(F)F)F